Gamma-glycidoxypropyl-methyl-dibutoxysilane C(C1CO1)OCCC[Si](OCCCC)(OCCCC)C